FC(C1=CC=CC=2NS(C3=C(C21)C=CC=C3)(=O)=O)(F)F 10-(trifluoromethyl)-6H-dibenzo[c,e][1,2]thiazine 5,5-dioxide